cadmium-zinc (ii) 1-cyclohexyl-2-(5-methoxypyridin-2-yl)-1,6-dihydrodipyrrolo[2,3-b:2',3'-d]pyridine C1(CCCCC1)N1C(=CC=2C1=C1C(=NC2)NC=C1)C1=NC=C(C=C1)OC.[Zn+2].[Cd+2]